(2S)-2-{[(3-cyanophenyl)carbamoyl]amino}-2-cyclopropylbutyric acid C(#N)C=1C=C(C=CC1)NC(=O)N[C@@](C(=O)O)(CC)C1CC1